FC(C=1N=NSC1)F 4-difluoromethyl-1,2,3-thiadiazole